C1(CC1)S(=O)(=O)N1N=CC(=C1)C1=NC=CC(=N1)N1N(C=C(C1)C#CC=1C=C(C=NC1)C1CCC(CC1)NCCF)CC(F)(F)F N2-(2-(1-(Cyclopropylsulfonyl)-1H-pyrazol-4-yl)pyrimidin-4-yl)-M-((1s,4s)-4-((2-fluoroethyl)amino)cyclohexyl)-5-((1-(2,2,2-trifluoroethyl)-1H-pyrazol-4-yl)ethynyl)pyridine